(R)-8-(5-(3-chlorophenyl)pyridazin-3-yl)-9-oxooctahydro-2H-pyrazino[1,2-a]pyrazine-2-carbonitrile ClC=1C=C(C=CC1)C=1C=C(N=NC1)N1C([C@@H]2N(CCN(C2)C#N)CC1)=O